ClC1=C(C=C(C=C1)F)C1C=2N(CC(N1)=O)C(=NC2NC(=O)N2CCC1=CC(=C(C=C21)F)F)C(=O)NC 8-(2-chloro-5-fluorophenyl)-1-(5,6-difluoroindoline-1-carboxamido)-N-methyl-6-oxo-5,6,7,8-tetrahydroimidazo[1,5-a]pyrazine-3-carboxamide